6-(2,3-dichlorophenyl)-1,2,4-triazine-3,5(2H,4H)-dione ClC1=C(C=CC=C1Cl)C=1C(NC(NN1)=O)=O